CNC(=N)N[C@H](C)C1=CC=CC=C1 N-methyl-N'-((R)-1-phenylethyl)guanidine